(5aR,5bS,7aS,8S,10aS,10bR)-2-((3-hydroxyphenyl)amino)-5a,7a-dimethyl-5,5a,5b,6,7,7a,8,9,10,10a,10b,11-dodecahydro-4H-cyclopenta[7,8]phenanthro[2,1-d]thiazol-8-yl butyrate C(CCC)(=O)O[C@H]1CC[C@@H]2[C@@]1(CC[C@@H]1[C@]3(CCC=4N=C(SC4C3=CC[C@@H]21)NC2=CC(=CC=C2)O)C)C